CC(C(=O)N)CCCCCCCCCCCCCCCC methylstearic acid amide